4-((2S,5R)-4-((R)-1-(4-chloro-2-fluorophenyl)-2-methylpropyl)-2,5-dimethylpiperazin-1-yl)-2-methyl-1-(((S)-tetrahydrofuran-2-yl)methyl)-1H-[1,2,4]triazolo[3,4-b]purine ClC1=CC(=C(C=C1)[C@@H](C(C)C)N1C[C@@H](N(C[C@H]1C)C=1C=2N=C(N(C2N2C(N1)=NN=C2)C[C@H]2OCCC2)C)C)F